FC1=C(NC(C(=O)O)=O)C(=CC=C1)F 2,6-difluoroanilino(oxo)acetic acid